tert-butyl (S)-3-((6-ethynylisoquinolin-3-yl)carbamoyl)pyrrolidine-1-carboxylate C(#C)C=1C=C2C=C(N=CC2=CC1)NC(=O)[C@@H]1CN(CC1)C(=O)OC(C)(C)C